BrC1=CC=C(C2=C1NC=N2)C(=O)N2CCN1C(=NC=3CCN(C[C@@H]2C13)C(C=C)=O)C1=CC=C(C=C1)C(C)C |r| (rac)-1-(5-(7-bromo-1H-benzo[d]imidazole-4-carbonyl)-2-(4-isopropylphenyl)-4,5,5a,6,8,9-hexahydro-1,2a,5,7-tetraazabenzo[cd]azulen-7(3H)-yl)prop-2-en-1-one